C(=O)=C1NC2=C(N1CC1=CC=C(C=C1)C1=C(C=CC=C1)C1=NOC(N1)=O)C(=CC=C2)C(=O)O 2-carbonyl-1-[[2'-(4,5-dihydro-5-oxo-1,2,4-oxadiazol-3-yl)biphenyl-4-yl]methyl]-1H-benzimidazole-7-carboxylic acid